(2R,3S)-2-(2,4-difluorophenyl)-3-methyl-[(1H-1,2,4-triazole-1-yl)methyl]oxirane FC1=C(C=CC(=C1)F)[C@@]1(O[C@H]1C)CN1N=CN=C1